Cl.N1C[C@H](CC1)C(C(=O)O)C ((R)-pyrrolidin-3-yl)propionic acid hydrochloride